O=C1CC[C@H](N1)C(=O)OCC (S)-ethyl 5-oxopyrrolidine-2-carboxylate